2-{2-[(S)-Benzyloxycarbonylamino(4,4-difluorocyclohexyl)methyl]-4-fluoro-1H-benzimidazol-5-yl}-3-methoxypropionic acid C(C1=CC=CC=C1)OC(=O)N[C@H](C1=NC2=C(N1)C=CC(=C2F)C(C(=O)O)COC)C2CCC(CC2)(F)F